1-hexene-3-ol C=CC(CCC)O